dimethyldi(1-propenyl)silane C[Si](C=CC)(C=CC)C